OCCCN1C2(C3=CC=CC=C3C1)CCC(CC2)=O 2'-(3-hydroxypropyl)spiro[cyclohexane-4,1'-isoindoline]-1-one